N1CC(C1)N1C(=NC2=C1C=CC=C2)C=2C(=C(C(=C(C2)OC)O)O)C 4-(1-(azetidin-3-yl)-1H-benzo[d]imidazol-2-yl)-6-methoxy-3-methylbenzene-1,2-diol